1-(3,7-dibromophenoxazin-10-yl)-3-{3-oxa-7-azabicyclo[3.3.1]nonan-7-yl}propan-2-ol BrC=1C=CC=2N(C3=CC=C(C=C3OC2C1)Br)CC(CN1CC2COCC(C1)C2)O